NCC=1C=C(C=CC1)C1CCN(CC1)C(=O)C1=CC=C2C=CN(C2=C1)CC(C(=O)O)(C)O 3-(6-(4-(3-(aminomethyl)phenyl)piperidine-1-carbonyl)-1H-indol-1-yl)-2-hydroxy-2-methylpropanoic acid